5-(cyclopropylmethyl)-4-(6-cyclopropylpyridin-3-yl)-2-(4-(methoxy-d3)phenyl)-2,5-dihydro-3H-pyrrolo[3,2-c]pyridazin-3-one C1(CC1)CN1C=CC2=NN(C(C(=C21)C=2C=NC(=CC2)C2CC2)=O)C2=CC=C(C=C2)OC([2H])([2H])[2H]